1-((5-(methoxymethyl)-1,3,4-oxadiazol-2-yl)methyl)-6-(4-methoxypyrrolo[2,1-f][1,2,4]triazin-5-yl)-2-methyl-1H-imidazo[4,5-b]pyridine COCC1=NN=C(O1)CN1C(=NC2=NC=C(C=C21)C=2C=CN1N=CN=C(C12)OC)C